2,2'-dihydroxy-4-n-butoxybenzophenone OC1=C(C(=O)C2=C(C=CC=C2)O)C=CC(=C1)OCCCC